SC1CC(CCC1)[Si](OC)(OC)OC 3-mercaptocyclohexyl-trimethoxysilane